NCCCCNC(COC1=C2C(N(C(C2=CC=C1)=O)C1C(NC(CC1)=O)=O)=O)=O N-(4-Aminobutyl)-2-((2-(2,6-dioxopiperidin-3-yl)-1,3-dioxoisoindolin-4-yl)oxy)acetamide